OC1=CC=C(CCC(=O)O)C=C1 4-hydroxyhydrocinnamic acid